(S)-(4-(difluoromethyl)-2-(pyrazin-2-yl)oxazol-5-yl)(4-(7-fluorobenzo[d]oxazol-2-yl)-6,7-dihydro-1H-imidazo[4,5-c]pyridin-5(4H)-yl)methanone FC(C=1N=C(OC1C(=O)N1[C@@H](C2=C(CC1)NC=N2)C=2OC1=C(N2)C=CC=C1F)C1=NC=CN=C1)F